N3,N3-dimethyl-N1-[6-phenyl-2-(3-piperidinyl)pyrimidin-4-yl]Benzene-1,3-diamine CN(C=1C=C(C=CC1)NC1=NC(=NC(=C1)C1=CC=CC=C1)C1CNCCC1)C